C(CCC)OCCOC1=CC=C(C=C1)C=1C=CC2=C(C=C(CCN2CCC)C(=O)NC2=CC=C(C=C2)S(=O)CC2=CN=CN2CCC)C1 (-)-7-[4-(2-butoxyethoxy)phenyl]-1-propyl-N-[4-[[[1-propylimidazol-5-yl]methyl]sulfinyl]phenyl]-2,3-dihydro-1-benzazepine-4-carboxamide